NC(C#N)C=1C=NC=CC1 2-amino-2-(3-pyridyl)acetonitrile